N-(5-chloro-6-(tetrahydrofuran-3-yl)pyridin-3-yl)-1-(1-oxo-1,2-dihydroisoquinolin-5-yl)-5-(trifluoromethyl)-1H-pyrazole-4-carboxamide ClC=1C=C(C=NC1C1COCC1)NC(=O)C=1C=NN(C1C(F)(F)F)C1=C2C=CNC(C2=CC=C1)=O